2-[4-[2,6-dimethyl-4-(trifluoromethyl)anilino]pyrazolo[4,3-c]pyridin-1-yl]-N,N-dimethyl-acetamide CC1=C(NC2=NC=CC3=C2C=NN3CC(=O)N(C)C)C(=CC(=C1)C(F)(F)F)C